3-(4-methoxyphenyl)-1-propylmethyl ether COC1=CC=C(C=C1)CCCCOCCCCC1=CC=C(C=C1)OC